9-{3-fluorobicyclo[1.1.1]pentan-1-yl}nonan-1-ol FC12CC(C1)(C2)CCCCCCCCCO